N-methyl-3-(((7-(oxazol-5-yl)-2,3-dihydrofuro[3,2-c]pyridin-4-yl)amino)methyl)benzamide Mono-hydroxyethyl-terephthalate OCCC1=C(C(=O)O)C=CC(=C1)C(=O)O.CNC(C1=CC(=CC=C1)CNC1=NC=C(C2=C1CCO2)C2=CN=CO2)=O